2-(2-(dimethylamino)ethoxy)-4-(methylsulfonyl)aniline CN(CCOC1=C(N)C=CC(=C1)S(=O)(=O)C)C